6-(N-acetyl-3,5-difluoro-anilino)-N-(2,2-dimethylcyclobutyl)-3-methoxy-pyridine-2-carboxamide C(C)(=O)N(C1=CC(=CC(=C1)F)F)C1=CC=C(C(=N1)C(=O)NC1C(CC1)(C)C)OC